tert-butyl 4-oxopiperidin-1-ylcarboxylate O=C1CCN(CC1)C(=O)OC(C)(C)C